(S)-2-(3-Fluoropyrrolidin-1-yl)-N-((2-(2,2,2-trifluoroethoxy)pyridin-4-yl)methyl)acetamide F[C@@H]1CN(CC1)CC(=O)NCC1=CC(=NC=C1)OCC(F)(F)F